O=C1N(C(C=C1)=O)CCC(=O)NC(C(=O)O)CCCCNC(CCCCC1SC[C@@H]2NC(N[C@@H]21)=O)=O 2-(3-(2,5-dioxo-2,5-dihydro-1H-pyrrol-1-yl)propanamido)-6-(5-((3aS,6aR)-2-oxohexa-hydro-1H-thieno[3,4-d]imidazol-4-yl)pentan-amido)hexanoic acid